FC(CC(=O)N(C1CCN(CC1)C(C)C1=CC=CC2=CC=CC=C12)CC(=O)NCC(=O)NC/C=C/C(=O)OC)(F)F methyl (E)-4-(2-(2-(3,3,3-trifluoro-N-(1-(1-(naphthalen-1-yl)ethyl)piperidin-4-yl)propanamido)acetamido)acetamido)but-2-enoate